C(C)(C)(C)OC(N[C@H]1C[C@@H](CCC1)N1N=C(C=2C(=NC=C(C21)Br)N)C2=CC=C(C=C2)C(NC2=NC=CC(=C2)C(F)(F)F)=O)=O N-[(1R,3R)-3-[4-amino-7-bromo-3-[4-[[4-(trifluoromethyl)-2-pyridinyl]carbamoyl]-phenyl]pyrazolo[4,3-c]pyridin-1-yl]cyclohexyl]carbamic acid tert-butyl ester